2-(5-(oxetan-2-yl)-1,3,4-oxadiazol-2-yl)-N-(4-(trifluoromethyl)phenyl)aniline O1C(CC1)C1=NN=C(O1)C1=C(NC2=CC=C(C=C2)C(F)(F)F)C=CC=C1